tert-butyl 4-(methylthio)phenylcarbamate CSC1=CC=C(C=C1)NC(OC(C)(C)C)=O